C(C)(C)(C)OC(NC1=NC=CC(=C1)OC1=CC(=C(C=C1)NC(NC=1N(N=C(C1)C(C)(C)C)C1=CC=CC=C1)=O)SC)=O N-[4-{4-[(5-tert-butyl-2-phenyl-pyrazol-3-yl)carbamoyl-amino]-3-methylsulfanyl-phenoxy}-2-pyridyl]Carbamic acid tert-butyl ester